(S)-ethyl 1-((S)-tert-butylsulfinyl)-4-methyl-1,2,3,6-tetrahydropyridine-2-carboxylate C(C)(C)(C)[S@](=O)N1[C@@H](CC(=CC1)C)C(=O)OCC